N-methyl-N'-(3-methacryloyloxy-2-hydroxypropyl)-p-phenylenediamine CNC1=CC=C(C=C1)NCC(COC(C(=C)C)=O)O